(S)-1-ethyl-N-(1-methylcyclopropyl)-4-((2-methylthiazol-5-yl)methyl)-5-oxo-1,2,4,5-tetrahydroimidazo[1,2-a]quinazoline-7-sulfonamide C(C)[C@H]1CN=C2N1C1=CC=C(C=C1C(N2CC2=CN=C(S2)C)=O)S(=O)(=O)NC2(CC2)C